3-(4-bromo-5-methoxy-3-methyl-2-oxo-benzoimidazol-1-yl)-1-[(4-methoxyphenyl)methyl]piperidine-2,6-dione BrC1=C(C=CC=2N(C(N(C21)C)=O)C2C(N(C(CC2)=O)CC2=CC=C(C=C2)OC)=O)OC